N-((6-(benzo[d][1,3]dioxol-5-yl)-9-ethyl-9H-carbazol-3-yl)methyl)-1-methyl-1H-benzo[d]imidazol-2-amine O1COC2=C1C=CC(=C2)C=2C=C1C=3C=C(C=CC3N(C1=CC2)CC)CNC2=NC1=C(N2C)C=CC=C1